isopropenyldiphenylbismuth C(=C)(C)[Bi](C1=CC=CC=C1)C1=CC=CC=C1